7-bromo-1,6-naphthyridine BrC1=NC=C2C=CC=NC2=C1